Cl.P(=O)(OCC=C=O)(OCC=C=O)OCC=C=O tris(2-Carbonyl ethyl) phosphate hydrochloride